C1(CC1)C(=O)NC1=NC=C(C(=O)NC([2H])([2H])[2H])C(=C1)NC1=CN(C2=C1C(N(C=C2)C2CC2)=O)C 6-(Cyclopropanecarboxamido)-4-((5-cyclopropyl-1-methyl-4-oxo-4,5-dihydro-1H-pyrrolo[3,2-c]pyridin-3-yl)amino)-N-(methyl-d3)nicotinamide